4-methyl-N-(1-methyl-1H-indazol-6-yl)pentane-1-sulfonamide CC(CCCS(=O)(=O)NC1=CC=C2C=NN(C2=C1)C)C